CC1(C(C(=C(C=C1CCCCC)O)C1=CC=CC=C1)O)C1=CC=NC=C1 3-methyl-4-pentyl-3-(pyridin-4-yl)-[1,1'-biphenyl]-2,6-diol